C(C=C)(=O)OCCCCCCOC1=CC=C(C(=O)O)C=C1 4-(6-(acryloyloxy)hexyloxy)benzoic acid